3-(2,2-difluoro-1,2-dimethoxyethyl)benzo[b]thiophene FC(C(OC)C=1C2=C(SC1)C=CC=C2)(OC)F